N1N=CC2CN(CCC21)C(=O)OC(C)(C)C tert-butyl 1,3a,4,6,7,7a-hexahydro-5H-pyrazolo[4,3-c]pyridine-5-carboxylate